4-propyl-1-thioxo-2,4-dihydrobenzo[4,5]thieno[2,3-e][1,2,4]triazolo[4,3-a]pyrimidin-5(1H)-one C(CC)N1C=2N(C3=C(C1=O)SC1=C3C=CC=C1)C(NN2)=S